2-Hydroxyethyl-formamide OCCNC=O